[4,4'-bipyridine]-3-carboxylate N1=CC(=C(C=C1)C1=CC=NC=C1)C(=O)[O-]